C(CCCCCCCCCCCCC)OC(CCSCCC(=O)OCCCCCCCCCCCCCC)=O dimyristyl-β,β'-thio-di-propionate